C(C)(C)(C)OC(=O)C1=C(C=NN1C)C1=NC=C(C=N1)B(O)O [2-(5-tert-butoxycarbonyl-1-methyl-pyrazol-4-yl)pyrimidin-5-yl]boronic acid